BrC=1C=C(C=C(C1)Cl)Cl 5-bromo-1,3-dichloro-benzene